O[Cu]F Hydroxycopper fluoride